ClC=1C=C(CNCCC(=O)NCCCNC2=C3C=NNC3=CC(=C2)C=2C=NNC2C#N)C=CC1OC(F)(F)F 3-((3-chloro-4-(trifluoromethoxy)benzyl)amino)-N-(3-((6-(5-cyano-1H-pyrazol-4-yl)-1H-indazol-4-yl)amino)propyl)propanamide